4,4-difluoro-N-(4-(1,5,7-trimethyl-1H-benzo[d]imidazol-2-yl)phenyl)cyclohexane-1-carboxamide FC1(CCC(CC1)C(=O)NC1=CC=C(C=C1)C1=NC2=C(N1C)C(=CC(=C2)C)C)F